CC(CC1=CC=CC=C1)(C)OCC=C (2-methyl-2-(2-propenyloxy)propyl)benzene